NC1=C(OCOCO)C=C(C=C1)N ((2,5-diaminophenoxy)methoxy)methanol